2-((4-iodophenyl)(methyl)aminomethylsulfonyl)malonic acid dimethyl ester COC(C(C(=O)OC)S(=O)(=O)C(NC)C1=CC=C(C=C1)I)=O